Eicosen-11-one C=CCCCCCCCCC(CCCCCCCCC)=O